3-(2,4-dichlorophenyl)-2-(1H-1,2,4-triazol-1-yl)-quinazolin-4(3H)-one ClC1=C(C=CC(=C1)Cl)N1C(=NC2=CC=CC=C2C1=O)N1N=CN=C1